CC=1CC[C@@H]([C@@H](C1)C=1C(=CC(=CC1O)CCC1=CC=CC=C1)O)C(=C)C (1'R,2'S)-5'-methyl-4-phenethyl-2'-(prop-1-en-2-yl)-1',2',3',4'-tetrahydro-[1,1'-biphenyl]-2,6-diol